2-tert-butyl N-{4-[2-(dimethylcarbamoyl)ethyl]-1,3-benzothiazol-2-yl}carbamate CN(C(=O)CCC1=CC=CC2=C1N=C(S2)NC(OC(C)(C)C)=O)C